C(=C)SC=1OC2=C(N1)C=C(C(=C2)C)C 2-vinylthio-5,6-dimethylbenzoxazole